ClC=1C(=C(C=CC1)NC1=C(NC2=C1C(NCC2)=O)C2=C(C=NC=C2)OCC(C)C2=NC=CC=C2)OC 3-((3-chloro-2-methoxyphenyl)amino)-2-(3-(2-(pyridin-2-yl)propoxy)pyridin-4-yl)-1,5,6,7-tetrahydro-4H-pyrrolo[3,2-c]pyridin-4-one